methyl 2-[4-[[(3-chloro-5-fluoro-benzoyl)amino]methyl]-2,2,3,3,4,5,5,6,6-nonadeuterio-1-piperidyl]acetate ClC=1C=C(C(=O)NCC2(C(C(N(C(C2([2H])[2H])([2H])[2H])CC(=O)OC)([2H])[2H])([2H])[2H])[2H])C=C(C1)F